C(#N)C=1C=CC(=C2C=CC=NC12)N1C[C@@]2(C[C@@]2(C1)C(F)(F)F)C(=O)NNC(=O)C1CCN(CC1)CC (1S,5R)-3-(8-cyanoquinolin-5-yl)-N'-(1-ethylpiperidine-4-carbonyl)-5-(trifluoromethyl)-3-azabicyclo[3.1.0]hexane-1-carbohydrazide